4-(4-Bromo-2-(2-(methylamino)ethoxy)-5-nitrophenoxy)butanoic acid BrC1=CC(=C(OCCCC(=O)O)C=C1[N+](=O)[O-])OCCNC